C(C)(=O)O[C@H]1C[C@@](O[C@H]([C@@H]1NC(COC(C)=O)=O)[C@@H]([C@@H](CN=[N+]=[N-])OC(C)=O)OC(C)=O)(C(=O)OC)OCCCCCCC(=O)O 7-(((2R,4S,5R,6R)-4-acetoxy-5-(2-acetoxyacetamido)-6-((1R,2R)-1,2-diacetoxy-3-azidopropyl)-2-(methoxycarbonyl)tetrahydro-2H-pyran-2-yl)oxy)heptanoic acid